(7-chloro-6-(4-(3-methyltetrahydrofuran-3-yl)piperazin-1-yl)isoquinolin-3-yl)carbamic acid tert-butyl ester C(C)(C)(C)OC(NC=1N=CC2=CC(=C(C=C2C1)N1CCN(CC1)C1(COCC1)C)Cl)=O